CON(C(=O)NC1=CC=C(C=C1)C1=CN=C2N1C=C(N=C2)C(=O)NC)C 3-[4-[[methoxy(methyl)carbamoyl]amino]phenyl]-N-methyl-imidazo[1,2-a]pyrazine-6-carboxamide